2-hydroxy-3-(2-propenyloxy)propanesulphonic acid OC(CS(=O)(=O)O)COCC=C